[Ti+4].C(C(=O)[O-])(=O)[O-].[K+].[K+].C(C(=O)[O-])(=O)[O-].C(C(=O)[O-])(=O)[O-] Dipotassium oxalate titanium (4+)